N2-isopropylphenoxyacetyl-guanosine C(C)(C)NC=1NC(C=2N=CN([C@]3([C@H](O)[C@H](O)[C@@H](CO)O3)C(COC3=CC=CC=C3)=O)C2N1)=O